C1CN[C@H](CN1)C(=O)[O-] The molecule is conjugate base of (R)-piperazine-2-carboxylic acid. It is a conjugate base of a (R)-piperazine-2-carboxylic acid and a (R)-piperazine-2-carboxylic acid zwitterion. It is an enantiomer of a (S)-piperazine-2-carboxylate.